COC=1C=C(C=CC1)C=1SCC(N1)C(=O)O 2-(3-methoxyphenyl)-4,5-dihydrothiazole-4-carboxylic acid